Methyl 2-(aminomethyl)-6-chloro-5-methylnicotinate NCC1=C(C(=O)OC)C=C(C(=N1)Cl)C